C[C@]12[C@H](OB(O1)C1=C(C=CC=C1)S(=O)(=O)N)C[C@H]1C([C@@H]2C1)(C)C ((3aS,4S,6S,7aR)-3a,5,5-trimethylhexahydro-4,6-methanobenzo[d][1,3,2]dioxaborol-2-yl)benzenesulfonamide